CN1C(=CC=C1)CN 1-(1-methyl-1H-pyrrol-2-yl)methanamine